CC1=C(C(=C(C1([Ti](OC)(OC)OC1=C(C=NC2=CC=CC=C12)C)C)C)C)C pentamethylcyclopentadienyl-(3-methyl-4-quinolinyloxy)-dimethoxytitanium